O1CCN(CC1)C1=CC=2N(C(=N1)OC1CCC(CC1)NC=1C(=NC=CN1)C#N)N=CN2 3-(((1s,4s)-4-((7-morpholino-[1,2,4]triazolo[1,5-c]pyrimidin-5-yl)oxy)cyclohexyl)amino)pyrazine-2-carbonitrile